CC1(C(C1)CN1N=CC(=C1)C=1C(=NC(=CC1)C)C1=CC=C2C=CC=NC2=C1)C 7-(3-{1-[(2,2-dimethylcyclopropyl)methyl]-1H-pyrazol-4-yl}-6-methylpyridin-2-yl)quinoline